4-[5-({(3R)-1-[(2S)-2-hydroxypropyl]piperidin-3-yl}methoxy)-8-(3-methyl-2-oxo-2,3-dihydro-1,3-benzoxazol-6-yl)imidazo[1,2-c]pyrimidin-7-yl]benzonitrile O[C@H](CN1C[C@@H](CCC1)COC1=NC(=C(C=2N1C=CN2)C2=CC1=C(N(C(O1)=O)C)C=C2)C2=CC=C(C#N)C=C2)C